COC1=CC=C(C=C1)C1=C(C=NN1)C1N(C2=CC(=CC=C2C(N1)=O)C)C 2-[5-(4-Methoxyphenyl)-1H-pyrazol-4-yl]-1,7-dimethyl-2,3-dihydroquinazolin-4-one